(Dimethylamino)-3-fluorobenzoic acid CN(C)C1=C(C(=O)O)C=CC=C1F